FC1=C(C(=CC(=C1)C=1C=NN2C1NCCC2)O)N2CC(NS2(=O)=O)=O 5-(2-Fluoro-6-hydroxy-4-(4,5,6,7-tetrahydropyrazolo[1,5-a]pyrimidin-3-yl)phenyl)-1,2,5-thiadiazolidin-3-one 1,1-dioxide